C(C)C(CC(C)(C)OC)O ethyl-3-methoxy-3-methyl-1-butanol